[NH4+].[Os](Cl)(Cl)(Cl)(Cl)(Cl)Cl Osmium hexachloride ammonium salt